3-methyl-N-(1H-pyrazol-4-yl)pyrazine-2-carboxamide CC=1C(=NC=CN1)C(=O)NC=1C=NNC1